N-(2-((1S,3S)-3-aminocyclopentane-1-carboxamido)ethyl)-4-((3-(1-(2,2-difluoroethyl)-3-(trifluoromethyl)-1H-pyrazol-4-yl)imidazo[1,2-a]pyrazin-8-yl)amino)-2-ethylbenzamide N[C@@H]1C[C@H](CC1)C(=O)NCCNC(C1=C(C=C(C=C1)NC=1C=2N(C=CN1)C(=CN2)C=2C(=NN(C2)CC(F)F)C(F)(F)F)CC)=O